1H-pyrido[4,3-b]pyridine-3-carboxamide N1C2=C(C=C(C1)C(=O)N)C=NC=C2